C=C1C2C3C4C=CC(C3C(C1)C2)C4 9-methylenetetracyclo[6.2.1.13,6.02,7]dodeca-4-ene